1,1-bis(methoxymethyl)-7-cyclopentylindene COCC1(C=CC2=CC=CC(=C12)C1CCCC1)COC